N1(C=NC=C1)C1=CC2=C(NC=N2)C(=C1)C(=O)NC1CCC(CC1)OC 5-(1H-imidazol-1-yl)-N-((1r,4r)-4-methoxycyclohexyl)-1H-benzo[d]imidazole-7-carboxamide